N[C@H]1CN(CC1)C1=C2C(=NC=C1)N(CC2)C(=O)NC=2C(=CC=1N(C2)C=C(N1)C)F (R)-4-(3-aminopyrrolidin-1-yl)-N-(7-fluoro-2-methylimidazo[1,2-a]pyridin-6-yl)-2,3-dihydro-1H-pyrrolo[2,3-b]pyridine-1-carboxamide